O=C(CC)N1C(OC[C@H]1CC1=CC=CC=C1)=O (R)-3-(1-oxopropyl)-4-benzyl-2-oxazolidinone